FC=1C(=C(C=C(C1)F)C1C2=C(NC(=C1C(=O)OC)C)COC2=O)C(C)F Methyl 4-(3,5-difluoro-2-(1-fluoroethyl) phenyl)-2-methyl-5-oxo-1,4,5,7-tetrahydrofuro[3,4-b]pyridine-3-carboxylate